COC1=CC=C(COC=2C=3N(C=C(C2)N2CCCCC2)N=CC3C#N)C=C1 4-((4-methoxybenzyl)oxy)-6-(piperidin-1-yl)pyrazolo[1,5-a]pyridine-3-carbonitrile